OC(=O)CCCC[C@@H]1SC[C@@H]2NC(=O)N[C@H]12 anti-D-biotin